O=C(C(=O)O)NCC1=CC(=CC=C1)N1CCCCC1 2-oxo-2-((3-(piperidin-1-yl)benzyl)amino)acetic acid